2-(7-cyano-5-methylbenzo[b]thiophene-2-yl)thiazole-5-carboxylic acid ethyl ester C(C)OC(=O)C1=CN=C(S1)C1=CC2=C(S1)C(=CC(=C2)C)C#N